ClC1=C(C=C(C=C1)NC1C(NC(CC1)=O)=O)NC(C)=O N-(2-chloro-5-(2,6-dioxopiperidin-3-ylamino)phenyl)acetamide